3-[3-(4-Methoxy-benzyl)-3H-imidazo[4,5-b]pyridin-2-yl]-N-(2-methyl-benzyl)-propionamide COC1=CC=C(CN2C(=NC=3C2=NC=CC3)CCC(=O)NCC3=C(C=CC=C3)C)C=C1